o-mercaptoaniline C1=CC=C(C(=C1)N)S